NC1=NC=2C=C(C(=CC2C=2C1=CSC2)C(=O)N2N(CCCC2)C2=NC=C(C=C2)C(F)(F)F)F (4-amino-7-fluorothieno[3,4-c]quinolin-8-yl)(2-(5-(trifluoromethyl)pyridin-2-yl)tetrahydropyridazin-1(2H)-yl)methanone